2,4-dimethyl-5-[(2-methyl-1,3-thiazole-5-carbonyl)amino]benzoic acid CC1=C(C(=O)O)C=C(C(=C1)C)NC(=O)C1=CN=C(S1)C